5-[N-methyl-N-propargylaminomethyl]-8-hydroxyquinoline dihydrochloride Cl.Cl.CN(CC#C)CC1=C2C=CC=NC2=C(C=C1)O